ClC=1C(=NC(=NC1)N[C@@H]1C[C@H]2CO[C@@H]([C@H]1O)O2)C=2C=C1C(=CC=NC1=C(C2)F)C(C)(C)O (1S,3R,4S,5R)-3-((5-chloro-4-(8-fluoro-4-(2-hydroxypropan-2-yl)quinolin-6-yl)pyrimidin-2-yl)amino)-6,8-dioxabicyclo[3.2.1]octan-4-ol